C(CCCCC)C(C(=O)OCCCCCCN(CCN(CCO)CCCCCCOC(C(CCCCCCCC)CCCCCC)=O)CCO)CCCCCCCC (ethane-1,2-diylbis((2-hydroxyethyl)azanediyl))bis(hexane-6,1-diyl) bis(2-hexyldecanoate)